FC1=C(CN2C(NC(C=C2C)=O)=O)C(=CC=C1)C(F)(F)F (2-fluoro-6-(trifluoromethyl)benzyl)-6-methylpyrimidine-2,4(1H,3H)-dione